CCCC(C(=O)[O-])O The molecule is the pentanoate anion substituted at the alpha-carbon by a hydroxy group. The conjugate base of 2-hydroxypentanoic acid, it is the predominant species at physiological pH. It has a role as a metabolite. It is a conjugate base of a 2-hydroxypentanoic acid.